FC1=C(C=CCN1C)N1CCN(CC1)CC=1C=C2C=3N([C@@H](C(NC3C1)=O)C)C=C2 (R)-6-fluoro-N-methyl-5-(4-((3-methyl-2-oxo-2,3-dihydro-1H-pyrrolo[1,2,3-de]quinoxalin-8-yl)methyl)piperazin-1-yl)pyridine